C1CC12CN(C2)C[C@H]2NCC1=CC=CC=C1C2 (3S)-3-(5-azaspiro[2.3]hex-5-ylmethyl)-1,2,3,4-tetrahydroisoquinoline